4-(5-chloro-2-methoxy-phenyl)-6-(4-methyl-2-oxo-1-pyridinyl)pyridine-3-carboxylic acid methyl ester COC(=O)C=1C=NC(=CC1C1=C(C=CC(=C1)Cl)OC)N1C(C=C(C=C1)C)=O